Cl.C1=CC(O)=C2C=3[C@@]45[C@@H](O2)[C@@H](O)C=C[C@H]4[C@@H](CC13)N(C)CC5 morphine HCl